(4R)-tert-butyl 4-((tert-butoxycarbonyl) amino)-5-(4-hydroxy-3-nitrophenyl)-2-methylpentanoate C(C)(C)(C)OC(=O)N[C@H](CC(C(=O)OC(C)(C)C)C)CC1=CC(=C(C=C1)O)[N+](=O)[O-]